N-(4-((4-amino-2-butyl-1H-imidazo[4,5-c]quinolin-1-yl)methyl)benzyl)pent-4-ynamide NC1=NC=2C=CC=CC2C2=C1N=C(N2CC2=CC=C(CNC(CCC#C)=O)C=C2)CCCC